ClCC1=C2C(=NC=C1)N(C=C2)C(=O)OC(C)(C)C tert-butyl 4-(chloromethyl)-1H-pyrrolo[2,3-b]pyridine-1-carboxylate